2-nitro-[1,1'-biphenyl]-4-amine [N+](=O)([O-])C1=C(C=CC(=C1)N)C1=CC=CC=C1